5-((2R,5S)-5-methylpiperidin-2-yl)-2-(1-methylpiperidin-4-yl)benzo[d]oxazole C[C@H]1CC[C@@H](NC1)C=1C=CC2=C(N=C(O2)C2CCN(CC2)C)C1